CC1=NC(=CC(=C1)C=1NC2=CC=C(C=C2C1C(C)C)C1CCN(CC1)CC1=CC=NC=C1)C 2-(2,6-dimethylpyridin-4-yl)-3-isopropyl-5-(1-(pyridin-4-ylmethyl)piperidin-4-yl)-1H-indole